BrC=1C(=NC(=CC1)Cl)N1CCOCC1 4-(3-bromo-6-chloro-2-pyridyl)morpholine